CNCCC1=CC=C(CSC2=C3CN(C(C3=CC=C2)=O)C2C(NC(CC2)=O)=O)C=C1 3-(4-((4-(2-(methylamino)ethyl)benzyl)thio)-1-oxoisoindolin-2-yl)piperidine-2,6-dione